FC1(CCN(CC1)C1=NC2=CC(=C(C=C2C(=N1)NC1=NN=C(N1)C)OC)OCCCN1CCCC1)F 2-(4,4-difluoropiperidin-1-yl)-6-methoxy-N-(5-methyl-4H-1,2,4-triazol-3-yl)-7-(3-(pyrrolidin-1-yl)propoxy)quinazolin-4-amine